FC1=C(C=CC(=C1)C1=NOC(=C1)C1=NNC2=CC(=C(C=C12)F)OCCOC)C(=O)N1CC(C1)N1CCOCC1 (2-Fluoro-4-{5-[5-fluoro-6-(2-methoxyethoxy)-1H-indazol-3-yl]-isoxazol-3-yl}-phenyl)-(3-morpholin-4-yl-azetidin-1-yl)-methanon